2,2-dimethyl-1,4-butanediol CC(CO)(CCO)C